(2,3,5-trichlorophenyl)-D-prolinamide ClC1=C(C=C(C=C1Cl)Cl)N1[C@H](CCC1)C(=O)N